C(C)(C)(C)OC(=O)N1CCN(CC1)C(COC1=C(C=C(C=C1F)C=1C2=C(N=C(N1)SC)C(CC2)(F)F)F)=O 4-(2-(4-(7,7-difluoro-2-(methylsulfanyl)-6,7-dihydro-5H-cyclopenta[d]pyrimidin-4-yl)-2,6-difluorophenoxy)acetyl)piperazine-1-carboxylic acid tert-butyl ester